C(C)(C)OC(=O)OCCOC(=O)C=1N2C([C@H]([C@H]2SCC1COC)NC(\C(=N/OC)\C=1N=C(SC1)N)=O)=O (6R,7R)-7-[2-(2-amino-4-thiazolyl)-(Z)-2-(methoxyimino)-acetylamino]-3-methoxymethyl-8-oxo-5-thia-1-azabicyclo-[4.2.0]oct-2-ene-2-carboxylic acid isopropyloxycarbonyloxyethyl ester